N[C@H]1CN(CCC1)CC1=CC(=NC=C1)C(=O)NC1=CC=C(C=C1)C1=CC2=C(N=CN=C2N2C(C(OC(C2([2H])[2H])([2H])[2H])([2H])[2H])([2H])[2H])N1 (R)-4-((3-aminopiperidin-1-yl)methyl)-N-(4-(4-(morpholino-d8)-7H-pyrrolo[2,3-d]pyrimidin-6-yl)phenyl)picolinamide